9-β-d-arabinofuranosyl-2-fluoroadenine [C@@H]1([C@@H](O)[C@H](O)[C@H](O1)CO)N1C2=NC(=NC(=C2N=C1)N)F